OC(CC(=O)OCC)(C(C)C)C(F)(F)F ethyl 3-hydroxy-4-methyl-3-(trifluoro-methyl)pentanoate